propyl-methylimidazolium C(CC)[N+]1=C(NC=C1)C